8-methyl-5H-[1,2,4]Triazino[5,6-b]Indole-3-thiol CC1=CC=2C3=C(NC2C=C1)N=C(N=N3)S